N2-(2-methoxy-5-methyl-4-(4-(4-methylpiperazin-1-yl)piperidin-1-yl)phenyl)-N4-(1-(methylsulfonyl)indolin-7-yl)-7H-pyrrolo[2,3-d]pyrimidine-2,4-diamine COC1=C(C=C(C(=C1)N1CCC(CC1)N1CCN(CC1)C)C)NC=1N=C(C2=C(N1)NC=C2)NC=2C=CC=C1CCN(C21)S(=O)(=O)C